tert-butyl 6'-amino[3,3'-bipyridine]-6-carboxylate NC1=CC=C(C=N1)C=1C=NC(=CC1)C(=O)OC(C)(C)C